[Na].C(C)N1N=CC(=C1)N(S(=O)(=O)NC(=O)NC1=C2CCCC2=CC=2CCCC12)C1CCN(CC1)C 1-[(1-ethyl-1H-pyrazol-4-yl)(1-methylpiperidin-4-yl)sulfamoyl]-3-(1,2,3,5,6,7-hexahydros-indacen-4-yl)urea sodium salt